2-[2-hydroxy-3,5-bis(α,α-dimethyl-benzyl)phenyl]-2H-benzotriazole OC1=C(C=C(C=C1C(C1=CC=CC=C1)(C)C)C(C1=CC=CC=C1)(C)C)N1N=C2C(=N1)C=CC=C2